BrC1=NC(=CC(=C1)C1=CC=C(C=C1)C(CCCC(=O)OC)=O)Br methyl 5-(4-(2,6-dibromopyridin-4-yl) phenyl)-5-oxopentanoate